FC1(CCN(CC1)C1=CC(=CC=2C=COC21)NC(C2=C(C=C(C=C2)S(=O)(=O)C)N2CCC1(CC1)CC2)=O)F N-(7-(4,4-difluoropiperidin-1-yl)benzofuran-5-yl)-4-(methylsulfonyl)-2-(6-azaspiro[2.5]octan-6-yl)benzamide